BrC1=C2CCN(CC2=C(C=C1)C1=NC=CC=N1)C 5-bromo-2-methyl-8-(pyrimidin-2-yl)-1,2,3,4-tetrahydroisoquinoline